CN(C(=O)N1CCN(CC1)C=1C=2N(C=C(C1)S(NC1(CC1)C)(=O)=O)C(=CN2)C(=O)NC2CCOCC2)C 8-(4-(dimethylcarbamoyl)piperazin-1-yl)-6-(N-(1-methylcyclopropyl)sulfamoyl)-N-(tetrahydro-2H-pyran-4-yl)imidazo[1,2-a]pyridine-3-carboxamide